COC(C)C1=CC(=CC=C1)CC(C)C 1-(1-methoxyethyl)-3-isobutylbenzene